3-(3-cyano-4-fluorophenyl)-1-(8,9-difluoro-3-oxo-6-oxo-1,4,5,6-tetrahydro-2H-thiopyrano[3,4-c]isoquinolin-1-yl)-1-methylurea C(#N)C=1C=C(C=CC1F)NC(N(C)C1CS(CC=2NC(C=3C=C(C(=CC3C21)F)F)=O)=O)=O